2-(2,6-Dioxopiperidin-3-yl)-4-((7-(4-(6-(6-((R)-2-(3-fluorophenyl)pyrrolidin-1-yl)imidazolo[1,2-b]pyridazin-3-yl)pyridin-2-yl)piperazin-1-yl)-7-oxoheptyl)amino)isoindoline-1,3-dione O=C1NC(CCC1N1C(C2=CC=CC(=C2C1=O)NCCCCCCC(=O)N1CCN(CC1)C1=NC(=CC=C1)C1=CN=C2N1N=C(C=C2)N2[C@H](CCC2)C2=CC(=CC=C2)F)=O)=O